NCCCN(C(CSCCCCCC(=O)NCCN1C(C=CC1=O)=O)=O)[C@H](C(C)(C)C)C=1N(C=C(C1)C1=C(C=CC(=C1)F)F)CC1=CC=CC=C1 6-({2-[(3-aminopropyl){(1R)-1-[1-benzyl-4-(2,5-difluorophenyl)-1H-pyrrol-2-yl]-2,2-dimethylpropyl}amino]-2-oxoethyl}sulfanyl)-N-[2-(2,5-dioxo-2,5-dihydro-1H-pyrrol-1-yl)ethyl]hexanamid